3-((4-((Difluoromethyl)thio)-6-fluoro-1H-indol-5-yl)oxy)benzonitrile FC(SC1=C2C=CNC2=CC(=C1OC=1C=C(C#N)C=CC1)F)F